(R,E)-N-(4-((5-bromo-2-methoxyphenyl)amino)-7-methoxyquinazolin-6-yl)-2-fluoro-3-(1-methylpyrrolidin-2-yl)acrylamide 2,7-diazaspiro[3.5]nonane-7-carboxylate C1NCC12CCN(CC2)C(=O)O.BrC=2C=CC(=C(C2)NC2=NC=NC1=CC(=C(C=C21)NC(/C(=C\[C@@H]2N(CCC2)C)/F)=O)OC)OC